FC1=CC=C(C=C1)CNC(=O)NC1=CC=C(C=C1)CN1C(CCC1)C1=NC=CC=C1 N-[(4-fluorophenyl)methyl]({4-[(2-(2-pyridyl)pyrrolidinyl)methyl]phenyl}amino)carboxamide